ClC1=C(C=CC=C1)NC(=O)C1=CC=C(C=C1)NC1=NC(=NC=C1F)NC1=CC=C(C=C1)NC(OC1=CC=C(C=C1)[N+](=O)[O-])=O 4-nitrophenyl (4-((4-((4-((2-chlorophenyl)carbamoyl)phenyl) amino)-5-fluoropyrimidin-2-yl)amino)phenyl)carbamate